2-(4-((5-(2-Chloropyridin-4-yl)-4-fluoro-2-methylphenyl)sulfonyl)piperazin-1-yl)ethan-1-ol ClC1=NC=CC(=C1)C=1C(=CC(=C(C1)S(=O)(=O)N1CCN(CC1)CCO)C)F